ClC1=NN(C2=NC(=NC=C21)Cl)CCCOC2=NN(C=C2[N+](=O)[O-])C2CCOC1(CC1)C2 3,6-dichloro-1-(3-((4-nitro-1-(4-oxaspiro[2.5]oct-7-yl)-1H-pyrazol-3-yl)oxy)propyl)-1H-pyrazolo[3,4-d]pyrimidine